4-{[4-(dimethylamino)phenyl]-(phenyl)methylidene}-N,N-dimethylcyclohexa-2,5-dien-1-iminium chloride [Cl-].CN(C1=CC=C(C=C1)C(=C1C=CC(C=C1)=[N+](C)C)C1=CC=CC=C1)C